7-Hydroxy-3-[4-(4-methoxy-phenyl)-thiazol-2-yl]-chromen-2-one OC1=CC=C2C=C(C(OC2=C1)=O)C=1SC=C(N1)C1=CC=C(C=C1)OC